1-(4'-(4-phenoxyphenoxy)-5,6-dihydro-[3,3'-bipyridin]-1(2H)-yl)prop-2-en-1-one O(C1=CC=CC=C1)C1=CC=C(OC2=C(C=NC=C2)C=2CN(CCC2)C(C=C)=O)C=C1